(4R,5'S,7a'R)-1-(benzenecarbonyl)-5'-(3-fluorophenyl)-2-methyltetrahydro-3'H-spiro[piperidine-4,2'-pyrrolo[2,1-b][1,3]oxazol]-3'-one C1(=CC=CC=C1)C(=O)N1C(C[C@@]2(C(N3[C@H](O2)CC[C@H]3C3=CC(=CC=C3)F)=O)CC1)C